BrC1=CN=C(C2=CC=CC=C12)N1CCN(CC1)C(=O)OC(C)(C)C tert-butyl 4-(4-bromo-1-isoquinolyl)piperazine-1-carboxylate